NC1=C2C(=NC=N1)N(N=C2C=2C=CC1=C(N=C(O1)N)C2)CC2CN(C2)C(=O)OC(C)(C)C tert-butyl 3-((4-amino-3-(2-aminobenzo[d]oxazol-5-yl)-1H-pyrazolo[3,4-d]pyrimidin-1-yl)methyl)azetidine-1-carboxylate